C(CCCCCC(C)C)OC(CCCCCCCCC(=O)O)=O.C(C)(C)(C)OC(=O)N1CCCC1 1-(t-butoxycarbonyl)pyrrolidine mono-isononyl-sebacate